ethoxy-2,2,6,6-tetramethyl-piperidin-1-ol C(C)OC1C(N(C(CC1)(C)C)O)(C)C